dichloromethylpyridine hydrochloride Cl.ClC(Cl)C1=NC=CC=C1